The molecule is an acyl-CoA(4-) obtained by deprotonation of the phosphate and diphosphate OH groups of (10Z,13Z,16Z,19Z,22Z)-octacosapentaenoyl-CoA; major species at pH 7.3. It is a polyunsaturated fatty acyl-CoA(4-) and an ultra-long-chain fatty acyl-CoA(4-). It is a conjugate base of a (10Z,13Z,16Z,19Z,22Z)-octacosapentaenoyl-CoA. CCCCC/C=C\\C/C=C\\C/C=C\\C/C=C\\C/C=C\\CCCCCCCCC(=O)SCCNC(=O)CCNC(=O)[C@@H](C(C)(C)COP(=O)([O-])OP(=O)([O-])OC[C@@H]1[C@H]([C@H]([C@@H](O1)N2C=NC3=C(N=CN=C32)N)O)OP(=O)([O-])[O-])O